(±)-(4Z)-4-(1,3-Benzothiazol-6-ylmethylene)-2-[[2-(dimethylamino)-1-phenyl-ethyl]amino]-1H-imidazol-5-one S1C=NC2=C1C=C(C=C2)\C=C\2/N=C(NC2=O)N[C@@H](CN(C)C)C2=CC=CC=C2 |r|